ClC1=NC(=C2N=C(NC2=N1)C1=CC=NC=C1)N1CCOCC1 4-(2-chloro-8-(pyridin-4-yl)-9H-purin-6-yl)morpholine